N-ethyldiethanolamine C(C)N(CCO)CCO